2-(4-fluorophenyl)-6-methoxy-3,4-dihydroisoquinoline-1(2H)-one FC1=CC=C(C=C1)N1C(C2=CC=C(C=C2CC1)OC)=O